ClC=1N=C(C2=C(N1)CCN(C2)C)OC=2N=CC=1CCC3=C(C1C2F)NC2=C3C(NC(C2)C)=O 2-((2-chloro-6-methyl-5,6,7,8-tetrahydropyrido[4,3-d]pyrimidin-4-yl)oxy)-1-fluoro-9-methyl-5,6,8,9,10,11-hexahydro-7H-pyrido[3',4':4,5]pyrrolo[2,3-f]isoquinolin-7-one